1-({3,4-difluoro-2-[(2-fluoro-4-iodophenyl)amino]phenyl}carbonyl)-3-({[(5-methyl-1,3,4-oxadiazol-2-yl)methyl]amino}methyl)azetidin-3-ol acetate salt C(C)(=O)O.FC=1C(=C(C=CC1F)C(=O)N1CC(C1)(O)CNCC=1OC(=NN1)C)NC1=C(C=C(C=C1)I)F